C12(C(CCC(C1(C)C)C2)(C)CCCC(=O)O)C21C(CCC(C2(C)C)C1)(C)C12C(CCC(C1(C)C)C2)C.C(CCC)(=O)O.C21(C(CCC(C2(C)C)C1)C)C12C(CCC(C1(C)C)C2)(C)C21C(CCC(C2(C)C)C1)C terpinyl butyrate (terpinyl-butyrate)